C(C)(C)(C)C1=NC(=C(C(=O)O)C(=C1)CCCCCO[Si](C)(C)C(C)(C)C)Cl tert-butyl-4-(5-((tert-butyldimethylsilyl)oxy)pentyl)-2-chloronicotinic acid